[Li+].NC1=NN2C(C=C(C=C2)C=2C(=NC=C(C(=O)[O-])C2)Cl)=N1 5-(2-amino-[1,2,4]triazolo[1,5-a]pyridin-7-yl)-6-chloronicotinic acid lithium salt